Sodium ((2-cyclopropyl-3-methyl-6,7-dihydro-5H-cyclopenta[b]pyridin-4-yl)carbamoyl)((6,7-dihydro-5H-pyrazolo[5,1-b][1,3]oxazin-3-yl)sulfonyl)amide C1(CC1)C1=C(C(=C2C(=N1)CCC2)NC(=O)[N-]S(=O)(=O)C=2C=NN1C2OCCC1)C.[Na+]